FCCCCC(=O)Cl fluorovaleryl chloride